2-chloro-8-({4-[1-cyclopropyl-4-(trifluoromethyl)imidazol-2-yl]-3-methoxyphenyl}methyl)pteridin-7-one ClC1=NC=2N(C(C=NC2C=N1)=O)CC1=CC(=C(C=C1)C=1N(C=C(N1)C(F)(F)F)C1CC1)OC